S(O)(O)(=O)=O.FC1=C(C=C(C=C1C)NC1=NC=C(C(=N1)NC=1C=CC2=C(NC(O2)=O)C1)C)OC 5-(2-(4-fluoro-3-methoxy-5-methylphenylamino)-5-methylpyrimidin-4-ylamino)benzo[d]oxazol-2(3H)-one sulfuric acid salt